(S)-2-(1-(6-(1-amino-1,3-dihydro-spiro[indene-2,4'-piperidin]-1'-yl)-4-oxo-4,5-dihydro-1H-pyrazolo[3,4-d]pyrimidin-3-yl)vinyl)-4,5-dihydro-6H-pyrrolo[3,4-d]thiazol-6-one N[C@@H]1C2=CC=CC=C2CC12CCN(CC2)C=2NC(C1=C(N2)NN=C1C(=C)C=1SC2=C(N1)CNC2=O)=O